NC=1N=NC(=CC1N1N=CC(=C1)N1CCC(CC1)CN1C[C@@H](CC1)C1=CC=CC2=C1OCCN2[C@H]2C(NC(CC2)=O)=O)C2=C(C=CC=C2)O (R)-3-(8-((S)-1-((1-(1-(3-amino-6-(2-hydroxyphenyl)pyridazin-4-yl)-1H-pyrazol-4-yl)piperidin-4-yl)methyl)pyrrolidin-3-yl)-2,3-dihydro-4H-benzo[b][1,4]oxazin-4-yl)piperidine-2,6-dione